N-(isopropylimino)isopropylamine C(C)(C)N=NC(C)C